4-(3-(1,1-difluoro-2-methylpropyl)phenyl)butanoic acid FC(C(C)C)(F)C=1C=C(C=CC1)CCCC(=O)O